FC1=CC(=C(C=C1C=1C=NC(=NC1)N1CCNCC1)NC(=O)C1=CN(C(C=C1C(F)(F)F)=O)C)N1C[C@H](N(CC1)C)C |r| N-[4-fluoro-5-(2-piperazin-1-ylpyrimidin-5-yl)-2-[rac-(3R)-3,4-dimethylpiperazin-1-yl]phenyl]-1-methyl-6-oxo-4-(trifluoromethyl)pyridine-3-carboxamide